FC(COC(C=C)=O)(C(C(C(F)(F)F)(F)F)(F)F)F acrylic acid-2,2,3,3,4,4,5,5,5-nonafluoropentyl ester